2,5-di-n-heptylfuran C(CCCCCC)C=1OC(=CC1)CCCCCCC